C(C)(C)(C)O[C@H]1[C@@H](C[C@H]2N(CCC3=CC(=C(C=C23)OC)OCCCCC(F)(F)F)C1)O (2R,3R,11bR)-3-(tert-butoxy)-10-methoxy-9-((5,5,5-trifluoropentyl)oxy)-1,3,4,6,7,11b-hexahydro-2H-pyrido[2,1-a]isoquinolin-2-ol